(1R,2S,5R)-2-carbamoyl-7-oxo-1,6-diazabicyclo[3.2.1]oct-6-yl ((3,5,5-trimethyl-2-oxotetrahydrofuran-3-yl) methyl) sulfate S(=O)(=O)(ON1[C@@H]2CC[C@H](N(C1=O)C2)C(N)=O)OCC2(C(OC(C2)(C)C)=O)C